(Z)-N-(3-(4-(2-(2,6-dioxopiperidin-3-yl)-1,3-dioxoisoindol-5-yl)piperazin-1-yl)propyl)-6-(5-fluoro-2-oxoindole-3-ylidene)-2-methyl-1,4,5,6-tetrahydrocyclopenta[b]pyrrole O=C1NC(CCC1N1C(C2=CC=C(C=C2C1=O)N1CCN(CC1)CCCN1C\2=C(C=C1C)CC/C2=C\2/C(NC1=CC=C(C=C21)F)=O)=O)=O